(R)-N-(5-(3-(2-hydroxypropan-2-yl)pyrrolidin-1-yl)pyridazin-3-yl)-6-(1-methyl-1H-pyrazol-4-yl)picolinamide OC(C)(C)[C@H]1CN(CC1)C=1C=C(N=NC1)NC(C1=NC(=CC=C1)C=1C=NN(C1)C)=O